N(=[N+]=[N-])C1C(N(C=2N(CC1)N=C(C2)C2C(C2)(F)F)C)=O 6-azido-2-(2,2-difluorocyclopropyl)-4-methyl-7,8-dihydro-6H-pyrazolo[1,5-a][1,3]diazepin-5-one